4-(5-{[2-chloro-6-(trifluoromethyl)phenyl]methoxy}pyrimidin-2-yl)piperazine-1-carboxamide ClC1=C(C(=CC=C1)C(F)(F)F)COC=1C=NC(=NC1)N1CCN(CC1)C(=O)N